CNC=1C(=CC=CC1)C N-methyl-toluidine